N7-indan-2-yl-2-(methylamino)pyrazolo[1,5-a]pyrimidine-3,7-dicarboxamide C1C(CC2=CC=CC=C12)NC(=O)C1=CC=NC=2N1N=C(C2C(=O)N)NC